C(#N)C=1C=C(C=CC1)N1N=C(C=C1)C(C(=O)NC1=CC(=NN1)C1CC1)C 2-(1-(3-cyanophenyl)-1H-pyrazol-3-yl)-N-(3-cyclopropyl-1H-pyrazol-5-yl)propanamide